5-((5-((cyclopropyl(methyl)amino)methyl)-7-((2-(methylamino)-1H-imidazol-1-yl)methyl)-1-oxo-3,4-dihydroisoquinolin-2(1H)-yl)methyl)-3-ethoxypicolinonitrile C1(CC1)N(C)CC1=C2CCN(C(C2=CC(=C1)CN1C(=NC=C1)NC)=O)CC=1C=C(C(=NC1)C#N)OCC